NC=1C(=CC2=CC3=C(OC(O3)(C3=CC=CC=C3)C)C=C2C1)C(C)C 2-(7-Amino-2-methyl-2-phenyl-naphtho[2,3-d][1,3]dioxolan-6-yl)propan